BrCC(O)C1=CC=C(C=N1)C(=O)OC methyl 6-(2-bromo-1-hydroxyethyl)pyridine-3-carboxylate